C(C)(C)(C)OC(N[C@@H]1CN(CC1)C(=O)C=1SC(=CC1C)C=1C=C2CCC(C2=CC1)=O)=O.C1(=CC=CC=C1)OP(=O)(OC1=CC=CC=C1)CCCCP(C1=CC=CC=C1)C1=CC=CC=C1 4-diphenylphosphonobutyl-(diphenyl)phosphane tert-butyl-N-[(3S)-1-{[3-methyl-5-(1-oxo-2,3-dihydroinden-5-yl)thiophen-2-yl]carbonyl}pyrrolidin-3-yl]carbamate